C(C)OCC1(CCN(CC1)CC1=CC=C(C(=O)NNC=O)C=C1)CCC1=CC=CC=C1 4-((4-(ethoxymethyl)-4-phenethylpiperidin-1-yl)methyl)-N'-formylbenzoyl-hydrazine